FC1=CC=CC=2N(C(=NC21)C=2C(=NON2)N)CC2=CN=NC=C2 4-(4-fluoro-1-(pyridazin-4-ylmethyl)-benzimidazol-2-yl)-1,2,5-oxadiazol-3-amine